L-(+)-α-phenylglycine C1=CC=C(C=C1)[C@@H](C(=O)O)N